N[C@@H](CCCCN)C(=O)NCCOCCOCCOCCC(=O)N[C@@H](CC(=O)N1[C@@H](CCC1)C(=O)N[C@@H](C)C(=O)OC1=CC=NC2=CC=CC=C12)C(N)=O quinolin-4-yl N-[3-(2-{2-[2-(L-lysylamino) ethoxy] ethoxy} ethoxy) propionyl]-L-alpha-asparaginyl-L-prolyl-L-alaninate